(2R)-2-ethyl-4-((3-fluoro-6-((5-methyl-1H-pyrazol-3-yl)amino)pyridin-2-yl)methyl)-1-(2-fluorobenzyl)piperidine-4-carboxylic acid C(C)[C@H]1N(CCC(C1)(C(=O)O)CC1=NC(=CC=C1F)NC1=NNC(=C1)C)CC1=C(C=CC=C1)F